C([C@@H]1[C@H]([C@@H]([C@@H](C(O1)C([C@@H]([C@@H]([C@@H](CO)O)O)O)O)O)O)O)O mannosyl-ribitol